FC1=C(C=C(C(=C1)C(CO)C)O)CC(=O)NC1=CC(=NC=C1)C(=O)NC1(CC1)C(F)(F)F 4-[[2-[2-Fluoro-5-hydroxy-4-(2-hydroxy-1-methyl-ethyl)phenyl]acetyl]amino]-N-[1-(trifluoromethyl)cyclopropyl]pyridine-2-carboxamide